O=C(NCCOCCOCCOCCNC(OC(C)(C)C)=O)C1=CC=C(C=C1)NC=1N=C(C2=C(N1)NC=C2)C=2C=NN(C2)CCC tert-butyl (1-oxo-1-(4-((4-(1-propyl-1H-pyrazol-4-yl)-7H-pyrrolo[2,3-d]pyrimidin-2-yl)amino)phenyl)-5,8,11-trioxa-2-azatridecan-13-yl)carbamate